1-(6Z,9Z,12Z,15Z-octadecatetraenoyl)-2-(11Z,14Z-eicosadienoyl)-glycero-3-phosphoserine CCCCC/C=C\C/C=C\CCCCCCCCCC(=O)O[C@H](COC(=O)CCCC/C=C\C/C=C\C/C=C\C/C=C\CC)COP(=O)(O)OC[C@@H](C(=O)O)N